(2R,1'S,3'R)-3-(2-Cyclopentyl-2-phenyl-2-hydroxyacetoxy)-1-(methoxycarbonylmethyl)-1-methylpyrrolidinium bromid [Br-].C1(CCCC1)[C@@](C(=O)OC1C[N+](CC1)(C)CC(=O)OC)(O)C1=CC=CC=C1